C(CCCCC)N1N=CC(=C1)NC1=NC=CC(=N1)C1=CC=C(C=C1)N1C(NCC1)=O 1-(4-(2-((1-hexyl-1H-pyrazol-4-yl)amino)pyrimidin-4-yl)phenyl)imidazolidin-2-one